[3H]C1=CC2=C(C(=C1O)[3H])[C@]3(CCN([C@@H](C2)[C@H]3C)CC=C(C)C)C [3H]pentazocine